2,4,5,6-tetra(9-carbazolyl)isophthalonitrile C1=CC=CC=2C3=CC=CC=C3N(C12)C1=C(C#N)C(=C(C(=C1C#N)N1C2=CC=CC=C2C=2C=CC=CC12)N1C2=CC=CC=C2C=2C=CC=CC12)N1C2=CC=CC=C2C=2C=CC=CC12